OC=1C=C(C=CC1O)C1(C2(N(CC1)C)C(NC1=CC=CC=C12)=O)C(=O)C=1SC=CC1 (3,4-dihydroxyphenyl)-1'-methyl-3'-(thiophene-2-carbonyl)spiro[indoline-3,2'-pyrrolidin]-2-one